ClC1=CNC2=NC=C(C=C21)C2=NN1C(C3(OCC1)CCN(CC3)C(=O)NCC)=C2 2'-(3-chloro-1H-pyrrolo[2,3-b]pyridin-5-yl)-N-ethyl-6',7'-dihydrospiro[piperidine-4,4'-pyrazolo[5,1-c][1,4]oxazine]-1-carboxamide